FC1(C(N=CC2=CC=CC=C12)(C)C)F 4,4-difluoro-3,3-dimethyl-3,4-dihydroisochinolin